(2R,5S)-5-methyl-2-(2-(1-methylpiperidin-4-yl)benzo[d]thiazol-5-yl)piperidin C[C@H]1CC[C@@H](NC1)C=1C=CC2=C(N=C(S2)C2CCN(CC2)C)C1